CN(C(=O)C1=CC2=C(N=C(N=C2)NC2=NC=C(C=C2)N2CCNCC2)N1C1CCCC1)C 7-cyclopentyl-2-(5-piperazin-1-yl-pyridin-2-yl-amino)-7H-pyrrolo[2,3-d]pyrimidine-6-carboxylic acid dimethylamide